2-(N-methylpiperidine-1-carboxamido)-5-oxo-5H-thieno[3,2-b]pyran-6-carboxylic acid CN(C(=O)N1CCCCC1)C1=CC=2OC(C(=CC2S1)C(=O)O)=O